3-(3-Methyl-4-piperazin-1-yl-anilino)piperidine-2,6-dione CC=1C=C(NC2C(NC(CC2)=O)=O)C=CC1N1CCNCC1